9'-methyl-1',2',3',4'-tetrahydro-7'H-spiro[cyclopropane-1,8'-pyrido[4',3':3,4]pyrazolo[1,5-a]pyrazin]-10'(9'H)-one hydrochloride Cl.CN1C(C=2N(CC13CC3)N=C3C2CNCC3)=O